FC1CCN(CC1)CC1=CC=C(C=C1)[C@H]1COC=2C(=NC=CC2)O1 (3S)-3-{4-[(4-fluoropiperidin-1-yl)methyl]phenyl}-2,3-dihydro[1,4]dioxino{2,3-b}pyridine